C1(CCCC1)CC(=O)N1CC2=C(CC1)N=C(S2)N2C1CNCC2CC(C1)O 2-cyclopentyl-1-(2-(7-hydroxy-3,9-diazabicyclo[3.3.1]nonan-9-yl)-6,7-dihydrothiazolo[5,4-c]pyridin-5(4H)-yl)ethan-1-one